(S)-N-(3-fluoro-1H-pyrrolo[2,3-b]pyridin-6-yl)-N-methyl-3-(6-methyl-4-(trifluoromethyl)pyridin-2-yl)-2-oxoimidazolidine-4-carboxamide FC1=CNC2=NC(=CC=C21)N(C(=O)[C@H]2N(C(NC2)=O)C2=NC(=CC(=C2)C(F)(F)F)C)C